(S)-2-(6-chloro-1-cyclopropoxy-2,7-naphthyridin-4-yl)butan-ol ClC=1C=C2C(=CN=C(C2=CN1)OC1CC1)[C@@H](CO)CC